β-(3-benzofuranyl)-alanine O1C=C(C2=C1C=CC=C2)C[C@H](N)C(=O)O